BrC1=CC=NC=N1 6-bromopyrimidine